6-[(4-fluorophenyl)amino]-1-{6-[(piperidin-4-yl)amino]pyridin-2-yl}-2-(prop-2-en-1-yl)-1H,2H,3H-pyrazolo[3,4-d]pyrimidin-3-one FC1=CC=C(C=C1)NC1=NC=C2C(=N1)N(N(C2=O)CC=C)C2=NC(=CC=C2)NC2CCNCC2